COC1=CC=C(C=C1)CCC(C)OS(=O)(=O)C1=CC=C(C=C1)C 4-methylbenzenesulfonic acid-4-(4-methoxyphenyl)-butane-2-yl ester